tert-butyl ((cis)-4-(4-aminophenyl)cyclohexyl)carbamate NC1=CC=C(C=C1)[C@H]1CC[C@H](CC1)NC(OC(C)(C)C)=O